O=C1NC(CCC1N1C(C2=CC=C(C(=C2C1)F)N1CCC(CC1)CN1C(CN(CC1)C(=O)OC(C)(C)C)(C)C)=O)=O tert-butyl 4-[[1-[2-(2,6-dioxo-3-piperidyl)-4-fluoro-1-oxo-isoindolin-5-yl]-4-piperidyl]methyl]-3,3-dimethyl-piperazine-1-carboxylate